O1N=C(CC1)C=1C(=C(C(=O)O)C=CC1S(=O)(=O)C)C (4,5-dihydroisoxazol-3-yl)-2-methyl-4-methylsulfonyl-benzoic acid